FC1=C(C=C(C(=C1)O)S(=O)(=O)C)NC(C1=CC=C(C=C1)COC=1C=C2CCN(CC2=CC1)C)=O N-(2-fluoro-4-hydroxy-5-(methylsulfonyl)phenyl)-4-(((2-methyl-1,2,3,4-tetrahydroisoquinolin-6-yl)oxy)methyl)benzamide